O=C1N(C(C=C1)=O)CC#N 2,5-dihydro-2,5-dioxo-1H-pyrrole-1-acetonitrile